C(C)N1C(C[C@H](C1)CN1N=C2N=C(C=CC2=C1C)C1=C(C=C(C=C1C)C(F)(F)F)O)=O |o1:5| (R or S)-1-ethyl-4-((6-(2-hydroxy-6-methyl-4-(trifluoromethyl)phenyl)-3-methyl-2H-pyrazolo[3,4-b]pyridin-2-yl)methyl)pyrrolidin-2-one